methyl (1S,2S)-2-(2',3-dichloro-5',6-dimethyl-2-oxo-2H-[1,4'-bipyridin]-4-yl)cyclopropane-1-carboxylate ClC1=NC=C(C(=C1)N1C(C(=C(C=C1C)[C@@H]1[C@H](C1)C(=O)OC)Cl)=O)C